5-[4-[[4-[(5S)-5-[(5-bromo-1-methyl-6-oxo-pyridazin-4-yl)methyl]-1-methyl-3-piperidyl]phenyl]methyl]piperazin-1-yl]-2-(2,6-dioxo-3-piperidyl)isoindoline-1,3-dione BrC1=C(C=NN(C1=O)C)C[C@@H]1CC(CN(C1)C)C1=CC=C(C=C1)CN1CCN(CC1)C=1C=C2C(N(C(C2=CC1)=O)C1C(NC(CC1)=O)=O)=O